1-deazaadenosine [C@@H]1([C@H](O)[C@H](O)[C@@H](CO)O1)N1C=NC=2C(N)=CC=NC12